2-methoxy-6-methyl-4-(4,4,5,5-tetramethyl-1,3,2-dioxaborolan-2-yl)-benzaldehyde COC1=C(C=O)C(=CC(=C1)B1OC(C(O1)(C)C)(C)C)C